C(C)OC(=O)C=1N(C=CN1)CC1=CC=C(C=C1)C#N 1-(4-cyanobenzyl)-1H-imidazole-2-carboxylic acid ethyl ester